NC1=C(C(=NC(=C1)C)C)C=O 4-Amino-2,6-dimethylpyridine-3-carbaldehyde